(S)-3-((Z)-2-(((S)-2-(4-(6-((2-aminoethyl)amino)-1-methylpyridin-1-ium-3-yl)phenoxy)-1-carboxyethoxy)imino)-2-(2-aminothiazol-4-yl)acetamido)-2,2-dimethyl-4-oxoazetidin-1-yl sulfate S(=O)(=O)(ON1C([C@@H](C1=O)NC(\C(\C=1N=C(SC1)N)=N/O[C@@H](COC1=CC=C(C=C1)C=1C=[N+](C(=CC1)NCCN)C)C(=O)O)=O)(C)C)[O-]